N1(CCC1)C1=C(C=C2C(=N1)N=C(S2)N2CCOCC2)NC(=O)C=2N=C(OC2)C2=CC(=NC=C2)C N-(5-(azetidin-1-yl)-2-morpholinothiazolo[4,5-b]pyridin-6-yl)-2-(2-methylpyridin-4-yl)oxazole-4-carboxamide